(NE)-N-[1-(3-chloropyrazin-2-yl)ethylidene]-2-methyl-propane-2-sulfinamide ClC=1C(=NC=CN1)\C(\C)=N\S(=O)C(C)(C)C